tert-butyl 6-[4-[(5-phenoxy-2-pyridyl)amino]pyrido[3,2-d]pyrimidin-6-yl]-1,6-diazaspiro[3.3]heptane-1-carboxylate O(C1=CC=CC=C1)C=1C=CC(=NC1)NC=1C2=C(N=CN1)C=CC(=N2)N2CC1(CCN1C(=O)OC(C)(C)C)C2